N-(2,4-dimethoxybenzyl)-6-(methylthio)pyrimido[5,4-d]pyrimidin-4-amine COC1=C(CNC=2C3=C(N=CN2)C=NC(=N3)SC)C=CC(=C1)OC